NC=1C(=NN(C1)C1CNCC1)C#CC1=C(C(=CC(=C1F)OC)OC)F 4-amino-3-((2,6-difluoro-3,5-dimethoxyphenyl)ethynyl)-1-(pyrrolidin-3-yl)-1H-pyrazole